C(C)(=O)OCC1=CC=C(C=C1)N1N=C(N(C1=O)C)Br [4-(3-bromo-4-methyl-5-oxo-4,5-dihydro-1H-1,2,4-triazol-1-yl)phenyl]methyl acetate